7-((1H-Imidazol-1-yl)methyl)-2-(2,4-dimethoxybenzyl)-5-(3-methyl-5-(trifluoromethyl)-1H-pyrazol-1-yl)-3,4-dihydroisoquinolin-1(2H)-one N1(C=NC=C1)CC1=CC(=C2CCN(C(C2=C1)=O)CC1=C(C=C(C=C1)OC)OC)N1N=C(C=C1C(F)(F)F)C